3-(4-(2,4-difluorobenzyloxy)-3-bromo-6-methyl-2-oxopyridin-1(2H)-yl)-N-(2-hydroxyethyl)benzamide FC1=C(COC2=C(C(N(C(=C2)C)C=2C=C(C(=O)NCCO)C=CC2)=O)Br)C=CC(=C1)F